pyran-4-yl 3-(2-(dimethylamino)ethyl)-4-(((((tetrahydro-2H-pyran-4-yl)oxy)carbonyl)oxy)methoxy)-1H-indole-1-carboxylate CN(CCC1=CN(C2=CC=CC(=C12)OCOC(=O)OC1CCOCC1)C(=O)OC1=CCOC=C1)C